CC1=CC=C(C=C1)S(=O)(=O)OC[C@](C)(C=1SC(=CN1)S(N)(=O)=O)O (R)-2-hydroxy-2-(5-sulfamoylthiazol-2-yl)propyl 4-methylbenzenesulfonate